2-[4-(2-{3-[2-(methoxymethoxy)phenyl]cinnolin-7-yl}-2-azaspiro[3.3]heptan-6-yl)-1,2,3-triazol-1-yl]-3-methylbutanoic acid COCOC1=C(C=CC=C1)C=1N=NC2=CC(=CC=C2C1)N1CC2(C1)CC(C2)C=2N=NN(C2)C(C(=O)O)C(C)C